C1(CC1)C(=O)N1[C@@H]2C[C@@H]2CC1C#C cyclopropyl((1R,5R)-3-ethynyl-2-azabicyclo[3.1.0]hexan-2-yl)methanone